NC[C@@](CO)(C)S(=O)(=O)C1(CC1)CN1C(C2=C(CC1)C(=NN2C)C(=O)NCC2=CC=C(C=C2)Cl)=O |o1:2| (R)- or (S)-6-((1-((1-Amino-3-hydroxy-2-methylpropan-2-yl)sulfonyl)cyclopropyl)methyl)-N-(4-chlorobenzyl)-1-methyl-7-oxo-4,5,6,7-tetrahydro-1H-pyrazolo[3,4-c]pyridine-3-carboxamide